COC1=CC=C(C=C1)C(OC[C@@H]1[C@@H](C[C@@H](O1)N1C2=NC=NC(=C2NC1=O)NC(=O)NC1=CC=CC=C1)O)(C1=CC=CC=C1)C1=CC=C(C=C1)OC 1-[9-[(2R,4R,5R)-5-[[bis(4-methoxyphenyl)-phenyl-methoxy]methyl]-4-hydroxy-tetrahydrofuran-2-yl]-8-oxo-7H-purin-6-yl]-3-phenyl-urea